divinyl trisulfide C(=C)SSSC=C